C(CCCCCCCCCCCCCCCCCCCC)(=O)NCCS(=O)(=O)O N-heneicosanoyl-taurine